FC1(CCN(CC1)C=1N=C(C=C2C1OC=C2)C2=NN=C(O2)C2=C(C=C(C=C2)NS(=O)(=O)CCO)N2CCC1(CC1)CC2)F N-(4-(5-(7-(4,4-difluoropiperidin-1-yl)furo[2,3-c]pyridin-5-yl)-1,3,4-oxadiazol-2-yl)-3-(6-azaspiro[2.5]octan-6-yl)phenyl)-2-hydroxyethane-1-sulfonamide